(5S)-2-(4-Fluorobenzyl)-3-oxo-2,3,5,6,7,8-hexahydro[1,2,4]triazolo[4,3-a]pyridin FC1=CC=C(CN2N=C3N(CCCC3)C2=O)C=C1